2-((4-(4-(((2-(2,6-dioxopiperidin-3-yl)-4-fluoro-1-oxoisoindoline-5-yl)methyl)(methyl)amino)piperidin-1-yl)-2-isopropoxy-5-methylphenyl)amino)-5-(trifluoromethyl)pyridine O=C1NC(CCC1N1C(C2=CC=C(C(=C2C1)F)CN(C1CCN(CC1)C1=CC(=C(C=C1C)NC1=NC=C(C=C1)C(F)(F)F)OC(C)C)C)=O)=O